BrC=1C=C(C(=C(C1)F)CCl)OC 5-bromo-2-(chloromethyl)-1-fluoro-3-methoxy-benzene